rel-2-[(2R)-2-[[(2S)-2-Hydroxy-3-phenoxypropyl]amino]propyl]-5-thiazolebutanoic acid O[C@@H](CN[C@@H](CC=1SC(=CN1)CCCC(=O)O)C)COC1=CC=CC=C1 |o1:1,4|